8-(4-(difluoromethoxy)phenyl)-2-ethoxy-6-(2-methyl-2H-indazol-5-yl)-1,6-naphthyridin-7(6H)-one FC(OC1=CC=C(C=C1)C=1C(N(C=C2C=CC(=NC12)OCC)C1=CC2=CN(N=C2C=C1)C)=O)F